C(C)(C)(C)OC(=O)NCCC[N@@+](C)(CCCC(=O)O)CC(=O)OC(C)(C)C |r| rac-3-(tert-butoxycarbonylamino)propyl-(2-tert-butoxy-2-oxo-ethyl)-(3-carboxypropyl)-methyl-ammonium